1-(4-(2-(methylsulfonyl)pyrimidin-5-yl)but-3-yn-1-yl)cyclopropane-1-carboxamide CS(=O)(=O)C1=NC=C(C=N1)C#CCCC1(CC1)C(=O)N